4-((4-(4-(2,3-Dichlorophenyl)piperazin-1-yl)-3-hydroxybutyl)amino)-2,2-diphenylbutanenitrile ClC1=C(C=CC=C1Cl)N1CCN(CC1)CC(CCNCCC(C#N)(C1=CC=CC=C1)C1=CC=CC=C1)O